Z-3-bromo-1,3,3-trifluoropropene BrC(\C=C/F)(F)F